4-[(1E)-2-[5-[(1R)-1-(3,5-dichloro-4-pyridyl)ethoxy]-1H-indazol-3-yl]vinyl]-1H-pyrazole-1-ethanol ClC=1C=NC=C(C1[C@@H](C)OC=1C=C2C(=NNC2=CC1)/C=C/C=1C=NN(C1)CCO)Cl